2,5-diamino-3,6-diethyltoluene NC1=C(C)C(=C(C=C1CC)N)CC